2-(1-Cyclopropylpiperidin-4-yl)-6-(4-fluoro-2-methyl-1,3-benzoxazol-6-yl)pyrido[3,4-d]pyrimidin-4(3H)-one C1(CC1)N1CCC(CC1)C=1NC(C2=C(N1)C=NC(=C2)C2=CC1=C(N=C(O1)C)C(=C2)F)=O